C(C=C)(=O)N1CCC(CC1)(C(=O)N([C@@H](C(C)C)C(=O)O)C)F (1-acryloyl-4-fluoropiperidine-4-carbonyl)-N-methyl-L-valine